C1=CC(=CC=C1CCCC(=O)O)N(CCCl)CCCl 4-[Bis(2-chloroethyl)amino]phenylbutyric acid